ClC1=C2C(=NC=C1)NC(=C2)C2=CC(=CC=C2)C(F)(F)F 4-chloro-2-[3-(trifluoromethyl)phenyl]-1H-pyrrolo[2,3-b]pyridine